4-(3-((tert-butyldimethylsilyl)oxy)cyclobutyl)-6-fluoro-5-methylbenzo[d]thiazole [Si](C)(C)(C(C)(C)C)OC1CC(C1)C1=C(C(=CC2=C1N=CS2)F)C